C(#N)C=1C=NN2C1C(=CC(=C2)O)C=2C=CC(=NC2)N2CCC(CC2)C 1-(5-(3-cyano-6-hydroxypyrazolo[1,5-a]pyridin-4-yl)pyridin-2-yl)-4-methylpiperidine